C1(C#CCCCCC1)OCC(=O)NCC(=O)NCC(=O)N[C@H](C(=O)O)CC1=CC=CC=C1 (2S)-2-(2-{2-[2-(Cyclooct-2-yn-1-yloxy)acetamido]acetamido}acetamido)-3-phenylpropanoic acid